BrC(C(=O)NC1=C(N=CNC1=O)O)(F)F 2-bromo-2,2-difluoro-N-(4-hydroxy-6-oxo-1,6-dihydropyrimidin-5-yl)acetamide